methyl (S)-7-((dibenzo[b,d]thiophene-2-carbonyl)glycyl)-1,4-dioxa-7-azaspiro[4.4]nonane-8-carboxylate C1=C(C=CC=2SC3=C(C21)C=CC=C3)C(=O)NCC(=O)N3CC2(OCCO2)C[C@H]3C(=O)OC